C(#N)C1=CC(=C(C=C1)N1CC(N(C2(CC(C2)C(=O)NCCO)C1=O)CC1=CC=C(C=C1)C(F)(F)F)=O)F (2r,4r)-8-(4-cyano-2-fluorophenyl)-N-(2-hydroxyethyl)-6,9-dioxo-5-(4-(trifluoromethyl)benzyl)-5,8-diazaspiro[3.5]nonane-2-carboxamide